BrC1=C(N=C(C(=N1)C(=O)OC)F)C Methyl 6-bromo-3-fluoro-5-methyl-pyrazine-2-carboxylate